5-[(3S)-5-fluoro-7-hydroxy-3-{[2-(oxetan-4-yl)ethyl]amino}-3,4-dihydro-2H-1-benzothiopyran-6-yl]-1λ6,2,5-thiadiazolidine-1,3-dione FC1=C(C(=CC2=C1C[C@@H](CS2)NCCC2CCO2)O)N2CC(N[SH2]2=O)=O